1-phenethyl-9H-pyrido[3,4-b]indole-3-carboxamide C(CC1=CC=CC=C1)C1=NC(=CC2=C1NC1=CC=CC=C21)C(=O)N